ClC1=C(C(=O)OC)C=CC(=C1)F methyl 2-chloro-4-fluorobenzoate